Cl[Si](CCCCCCl)(Cl)Cl trichloro(5-chloropentyl)silane